COC1=C(C=CC(=C1)Cl)Cl 2-Methoxy-1,4-Dichlorobenzol